4-{5-[Chloro(difluoro)methyl]-1,2,4-oxadiazol-3-yl}benzaldehyde ClC(C1=NC(=NO1)C1=CC=C(C=O)C=C1)(F)F